(3S,11aR)-7-((4-((2-(trifluoromethyl)pyridin-4-yl)oxy)benzyl)oxy)-3,4-dihydro-1H,9H,11H-3,11a-methanopyrimido[6',1':2,3]imidazo[5,1-c][1,4]oxazin-9-one FC(C1=NC=CC(=C1)OC1=CC=C(COC2=NC(N3C(N4[C@@]5(CO[C@H](C4)C5)C3)=C2)=O)C=C1)(F)F